3-((3-acetyl-5-bromopyridin-2-yl)amino)-3-oxopropanoic acid ethyl ester C(C)OC(CC(=O)NC1=NC=C(C=C1C(C)=O)Br)=O